COC1=C2[C@H]3[C@H](C(OC2=CC(=C1)C(C)(CCCCCC)C)(C)C)CC=C(C3)C (6Ar,10aR)-1-methoxy-6,6,9-trimethyl-3-(2-methyloctan-2-yl)-6a,7,10,10a-tetrahydrobenzo[c]chromene